2-isopropyl-N,2,3-trimethyl-Butyramide C(C)(C)C(C(=O)NC)(C(C)C)C